C1N(CCC2=CC=CC=C12)C[C@H](CN1CCOC2=C(C1)C=CC(=C2)OC2CCN(CC2)C2COC2)O 4-[(2R)-3-(3,4-dihydro-1H-isoquinolin-2-yl)-2-hydroxy-propyl]-8-[[1-(oxetan-3-yl)-4-piperidinyl]oxy]-2,3-dihydro-1,4-benzoxazepin